CC=1C=CC=2N(C3=CC=C(C=C3C2C1)C)C1=CC=C(C=C1)C=1C(=CC=CC1C1=CC=NC=C1)C1=CC=C(C=C1)N1C2=CC=C(C=C2C=2C=C(C=CC12)C)C 4,4''-bis(3,6-dimethyl-9H-carbazol-9-yl)-6'-(pyridin-4-yl)-[1,1':2',1''-terphenyl]